CC1=C(C=CC=C1)N=NC1=CC=C(C=C1)CCCCC 2'-methyl-4-n-pentylazobenzene